(-)-(1R,4S,5S,6S)-4-amino-2-sulfonylbicyclo[3.1.0]Hexane-4,6-dicarboxylic acid C1C(=S(=O)=O)[C@H]2[C@H]([C@@H]2[C@@]1(C(=O)O)N)C(=O)O